7-(1-(adamantan-1-ylmethyl)-5-methyl-1H-pyrazol-4-yl)-3-(5-(benzo[d]thiazol-2-ylamino)pyridin-2-yl)imidazo[1,2-a]pyridine-8-carboxylic acid C12(CC3CC(CC(C1)C3)C2)CN2N=CC(=C2C)C2=C(C=3N(C=C2)C(=CN3)C3=NC=C(C=C3)NC=3SC2=C(N3)C=CC=C2)C(=O)O